ethyl 2-({2-[3-(1-acetylpiperidin-4-yl)-5'-fluoro-1'-methyl-[4,6'-biindazol]-1-yl]ethyl}[(benzyloxy)carbonyl]amino)acetate C(C)(=O)N1CCC(CC1)C1=NN(C=2C=CC=C(C12)C1=C(C=C2C=NN(C2=C1)C)F)CCN(CC(=O)OCC)C(=O)OCC1=CC=CC=C1